C(C)(=O)N[C@H]1[C@@H](SCCN)O[C@@H]([C@H]([C@@H]1O)OCCC(=O)O)COS(=O)(=O)[O-] Aminoethyl 2-acetamido-4-O-carboxyethyl-2-deoxy-6-O-sulfonato-1-thio-α-D-glucopyranoside